3-(2-methoxy-2-oxoethoxy)-4-nitrobenzoic acid methyl ester COC(C1=CC(=C(C=C1)[N+](=O)[O-])OCC(=O)OC)=O